5-(2H,3H-(1,4)dioxino(2,3-b)pyridin-6-ylmethoxy)-1,3,4-thiadiazol-2-amine O1CCOC2=NC(=CC=C21)COC2=NN=C(S2)N